1-(pyrazin-2-yl)methylamine N1=C(C=NC=C1)CN